4-CHLORO-5-METHOXYPYRIDINE-3-CARBOXALDEHYDE ClC1=C(C=NC=C1OC)C=O